BrC=1C(=CC=C2C(=C(C=NC12)C(=O)OCC)C1(CCOCC1)C(=O)OC)F ethyl 8-bromo-7-fluoro-4-(4-(methoxycarbonyl)tetrahydro-2H-pyran-4-yl)quinoline-3-carboxylate